4-(4-aminophenoxy)phenylsulphone NC1=CC=C(OC2=CC=C(C=C2)S(=O)(=O)C2=CC=C(C=C2)OC2=CC=C(C=C2)N)C=C1